2-(3-chloro-2-fluorophenyl)-2-hydroxyacetic acid ClC=1C(=C(C=CC1)C(C(=O)O)O)F